C(C)OC(C(C1=C2N(C=N1)CCC2)N2C=NC1=CC=C(C=C1C2=O)Br)=O.C(C2=CC=CC=C2)ON2CCCC2=O 1-benzyloxy-5-oxopyrrolidine ethyl-2-(6-bromo-4-oxo-quinazolin-3-yl)-2-(6,7-dihydro-5H-pyrrolo[1,2-c]imidazol-1-yl)acetate